1-benzyl-7-chloro-4-hydroxy-2-oxo-1,2-dihydroquinoline-3-carboxylic acid methyl ester COC(=O)C=1C(N(C2=CC(=CC=C2C1O)Cl)CC1=CC=CC=C1)=O